(4-(5-bromopyrimidin-2-yl)piperazin-1-yl)(cyclopropyl)methanone BrC=1C=NC(=NC1)N1CCN(CC1)C(=O)C1CC1